[2-(4-benzyloxyphenyl)-5,7-dimethoxy-4-oxo-chromen-3-yl] 4-benzyloxybenzoate C(C1=CC=CC=C1)OC1=CC=C(C(=O)OC2=C(OC3=CC(=CC(=C3C2=O)OC)OC)C2=CC=C(C=C2)OCC2=CC=CC=C2)C=C1